tert-butyl 3-[7-chloro-8-Fluoro-2-[[1-(hydroxymethyl)cyclopropyl]methoxy]pyrido[4,3-d]pyrimidin-4-yl]-3,8-diazabicyclo[3.2.1]Octane-8-carboxylate ClC1=C(C=2N=C(N=C(C2C=N1)N1CC2CCC(C1)N2C(=O)OC(C)(C)C)OCC2(CC2)CO)F